2-(3-Methoxypyridin-2-yl)-1,3,4-oxadiazole COC=1C(=NC=CC1)C=1OC=NN1